ClC1=C(C=CC(=C1)C(F)(F)F)NC(=O)C1(CCC1)N1N=CC2=C1CN(C2)C2CN(C2)C=2C=C1C(N(C(C1=CC2)=O)C2C(NC(CC2)=O)=O)=O N-(2-chloro-4-(trifluoromethyl)phenyl)-1-(5-(1-(2-(2,6-dioxopiperidin-3-yl)-1,3-dioxoisoindolin-5-yl)azetidin-3-yl)-5,6-dihydropyrrolo[3,4-c]pyrazol-1(4H)-yl)cyclobutane-1-carboxamide